FC1(OC2=C(O1)C=CC=C2N2C=C(C=C2)C#N)F (2,2-difluoro-1,3-benzodioxol-4-yl)-1H-pyrrol-3-carbonitril